5-(4-((tert-butyloxycarbonyl)amino)-4-methylpiperidin-1-yl)-8-iodoimidazo[1,2-c]Pyrimidine-7-carboxylic acid C(C)(C)(C)OC(=O)NC1(CCN(CC1)C1=NC(=C(C=2N1C=CN2)I)C(=O)O)C